FC=1C=C(C=CC1OCCCCCCCCCCCCCC)S(=O)(=O)C=1C=NC2=CC=C(C=C2C1N1CCC(CC1)N1CCC(CC1)N1CCC(CC1)O)S(=O)C 1''-(3-((3-fluoro-4-(tetradecyloxy)phenyl)sulfonyl)-6-(methylsulfinyl)quinolin-4-yl)-[1,4':1',4''-terpiperidin]-4-ol